FC1(C2(CCO2)CCN(C1)C(=O)OC(C)(C)C)F tert-butyl 5,5-difluoro-1-oxa-7-azaspiro[3.5]nonane-7-carboxylate